2-(5-oxo-1-phenylpyrrolidin-2-yl)acetonitrile O=C1CCC(N1C1=CC=CC=C1)CC#N